ClC1=NC=C(C=C1C(F)(F)F)[N+](=O)[O-] 2-Chloro-5-nitro-3-(trifluoromethyl)pyridine